N-(3-hydroxy-1-naphthyl)-2-[[(2S)-1-methylpyrrolidin-2-yl]methoxy]-6-(4-prop-2-enoylpiperazin-1-yl)pyrimidine-4-carboxamide OC=1C=C(C2=CC=CC=C2C1)NC(=O)C1=NC(=NC(=C1)N1CCN(CC1)C(C=C)=O)OC[C@H]1N(CCC1)C